BrC1=CN(C2=NC=C(C=C21)Cl)C 3-bromo-5-chloro-1-methyl-1H-pyrrolo[2,3-b]Pyridine